2-[2-[bis(2-methoxyethyl)amino]ethyl]-N-[(1S)-1-[3-(3-pyridinyl)phenyl]ethyl]-4-(trifluoromethyl)-5-thiazolecarboxamide COCCN(CCC=1SC(=C(N1)C(F)(F)F)C(=O)N[C@@H](C)C1=CC(=CC=C1)C=1C=NC=CC1)CCOC